(4-chlorobenzoyl)-4'-(3,4-dihydroxyphenyl)-1'-methylspiro[indoline-3,2'-pyrrolidin]-2-one ClC1=CC=C(C(=O)C2C3(N(CC2C2=CC(=C(C=C2)O)O)C)C(NC2=CC=CC=C23)=O)C=C1